2-allyl-6-((4-isobutoxyphenyl)amino)-1-(6-(piperidin-4-yloxy)pyridin-2-yl)-1,2-dihydro-3H-pyrazolo[3,4-d]pyrimidin-3-one C(C=C)N1N(C2=NC(=NC=C2C1=O)NC1=CC=C(C=C1)OCC(C)C)C1=NC(=CC=C1)OC1CCNCC1